8-(2-Chloro-5-fluorophenyl)-2-((S)-5-fluoro-3-oxindol-1-yl)-7,8-dihydroimidazolo[4,5-e]Isoindole-6(1H)-one ClC1=C(C=C(C=C1)F)C1NC(C2=CC=C3C(=C12)NC(=N3)N3CC(C1=CC(=CC=C31)F)=O)=O